C1=CC=C2C(=C1)C(=C(N2)O)N=NC(=S)N isatin-beta-thiosemicarbazone